5-amino-3-[phenyl-(4-piperidin-1-ylmethyl-phenylamino)-methylene]-1,3-dihydro-indol-2-one NC=1C=C2C(C(NC2=CC1)=O)=C(NC1=CC=C(C=C1)CN1CCCCC1)C1=CC=CC=C1